3-methylsulfanyl-1H-pyrazole-5-carbaldehyde CSC1=NNC(=C1)C=O